tert-butyl (1-(5-(3-(benzyloxy)-4-methoxyphenyl)-6-(4-cyano-3-Fluorophenyl)-4-(difluoromethoxy)pyridin-2-yl)piperidin-4-yl)carbamate C(C1=CC=CC=C1)OC=1C=C(C=CC1OC)C=1C(=CC(=NC1C1=CC(=C(C=C1)C#N)F)N1CCC(CC1)NC(OC(C)(C)C)=O)OC(F)F